C(C)(C)(C)NC1=CC(=C2C(=N1)C=C(S2)C2=CC=NN2C2OCCCC2)NCC(CO)(C)C 3-((5-(tert-butylamino)-2-(1-(tetrahydro-2H-pyran-2-yl)-1H-pyrazol-5-yl)thieno[3,2-b]pyridin-7-yl)amino)-2,2-dimethyl-1-propanol